CC1=NC(=CC(=C1)C=1C=C(C=CC1OC1=C(C=C(C=C1C)F)C)C(C)(C)O)C 2-(3-(2,6-dimethylpyridin-4-yl)-4-(4-fluoro-2,6-dimethylphenoxy)phenyl)propan-2-ol